NCCCC(C(=O)O)O 5-amino-2-hydroxypentanoic acid